CSC1=NN=C(S1)NC(=O)C1=C2C(=NO1)C=CC(=C2)CN2C=C(C(C1=CC=CC=C21)=O)C(=O)O 1-((3-((5-(methylthio)-1,3,4-thiadiazol-2-yl)carbamoyl)benzo[c]isoxazol-5-yl)methyl)-4-oxo-1,4-dihydroquinoline-3-carboxylic acid